NC1=C(C=CC(=C1)Br)OC[C@H](NC(=O)OC(C)(C)C)C(=O)O O-(2-amino-4-bromophenyl)-N-(tert-butoxycarbonyl)-L-serine